3'-O-(N-methylanthraniloyl)guanosine 5'-diphosphate P(O)(=O)(OP(=O)(O)O)OC[C@@H]1[C@H]([C@H]([C@@H](O1)N1C=NC=2C(=O)NC(N)=NC12)O)OC(C=1C(NC)=CC=CC1)=O